3-(2,2-Difluoro-1,3-benzodioxol-5-yl)-4-[4-[(3S)-1-(3-fluoropropyl)pyrrolidin-3-yl]oxyphenyl]-2H-thiochromen-7-ol FC1(OC2=C(O1)C=CC(=C2)C=2CSC1=CC(=CC=C1C2C2=CC=C(C=C2)O[C@@H]2CN(CC2)CCCF)O)F